[Si](C1=CC=CC=C1)(C1=CC=CC=C1)(C(C)(C)C)OC[C@@]12C[C@H](CN2CCC1=C)F (6R,7aR)-7a-(((tert-Butyldiphenylsilyl)oxy)methyl)-6-fluoro-1-methylenehexahydro-1H-pyrrolizine